2-methyl-2-amino(4-morpholinophenyl)propan-1-one CC(C(=O)C1=CC=C(C=C1)N1CCOCC1)(C)N